4-bromo-5-fluorobenzoic acid BrC1=CC=C(C(=O)O)C=C1F